(3'-(4-Chlorophenyl)-6'-hydroxy-8'-oxo-8'H-spiro[cyclopentane-1,5'-indolizine]-7'-carbonyl)-L-alanine ClC1=CC=C(C=C1)C1=CC=C2C(C(=C(C3(N12)CCCC3)O)C(=O)N[C@@H](C)C(=O)O)=O